4-(2-(4-((1R,3S,3''R,5R,5'R,7R)-dispiro[adamantane-2,3'-[1,2,4]trioxolane-5',1''-cyclohexan]-3''-yl)-3-methylphenoxy)ethyl)morpholine [C@@]12(C[C@@H](CCC1)C1=C(C=C(OCCN3CCOCC3)C=C1)C)OC1(OO2)C2CC3CC(CC1C3)C2